C(CCCCC(C)C)C(C(=S)[O-])C.C(CCCCC(C)C)C(C(=S)[O-])C.C(CCC)[Sn+2]CCCC dibutyltin bis(isooctylthiopropionate)